5-methoxy-N-(4-(4-methylpiperazin-1-yl)phenyl)-4-(3-nitrophenoxy)pyrimidin-2-amine COC=1C(=NC(=NC1)NC1=CC=C(C=C1)N1CCN(CC1)C)OC1=CC(=CC=C1)[N+](=O)[O-]